7-methoxy-3,4-dihydroisoquinoline-2(1H)-carboxylic acid tert-butyl ester C(C)(C)(C)OC(=O)N1CC2=CC(=CC=C2CC1)OC